BrCC=1NC(C(=C(N1)C(F)(F)F)C=1C=NN(C1)CC(C(F)(F)F)(F)F)=O 2-(bromomethyl)-5-[1-(2,2,3,3,3-pentafluoropropyl)pyrazol-4-yl]-4-(trifluoromethyl)-1H-pyrimidin-6-one